CCCCC=CCC oct-5-ene